ClC1=NC=C(C(=C1)C1=C(C=NC(=C1)C)C(=O)NC=1SC2=C(N1)CN(C2)C(=O)C2CCC(CC2)(C(F)(F)F)O)OC 2'-chloro-N-{5-[4-hydroxy-4-(trifluoromethyl)cyclohexanecarbonyl]-4H,5H,6H-pyrrolo[3,4-d][1,3]thiazol-2-yl}-5'-methoxy-6-methyl-[4,4'-bipyridine]-3-carboxamide